tert-Butyl 4-[4-[4-[[2-chloro-6-[3-[2-[1-(trifluoromethyl)cyclopropyl] ethoxy]pyrazol-1-yl]pyridine-3-carbonyl]sulfamoyl]phenoxy]butyl]-2,2-dimethyl-pyrrolidine-1-carboxylate ClC1=NC(=CC=C1C(=O)NS(=O)(=O)C1=CC=C(OCCCCC2CC(N(C2)C(=O)OC(C)(C)C)(C)C)C=C1)N1N=C(C=C1)OCCC1(CC1)C(F)(F)F